N-(9-fluoro-3-(hydroxymethyl)-1-carbonyl-6,7-dihydro-1H,5H-pyrido[3,2,1-ij]quinolin-7-yl)-2-methylpropane-2-sulfenamide FC=1C=C2C(C=C(N3C2=C(C1)C(CC3)NSC(C)(C)C)CO)=C=O